2-(5-bromo-2,4-dioxo Methyl-3,4-dihydro-2H-pyrimidin-1-yl)-acetate BrC=1C(NC(N(C1)CC(=O)[O-])C=O)C=O